CC1(OB(OC1(C)C)CCC1N(CCCC1)C(=O)OC(C)(C)C)C tert-butyl 2-(2-(4,4,5,5-tetramethyl-1,3,2-dioxaborolan-2-yl)ethyl)piperidine-1-carboxylate